C1CCN2CCCC12COC=1N=CC2=C(N1)C=CN=C2 2-((tetrahydro-1H-pyrrolizin-7a(5H)-yl)methoxy)pyrido[4,3-d]pyrimidine